Methyl (2R,3S)-3-(4-(hydroxymethyl)-1H-pyrazol-3-yl)-2-((((CIS)-4-phenylcyclohexyl)oxy)methyl)piperidine-1-carboxylate OCC=1C(=NNC1)[C@@H]1[C@@H](N(CCC1)C(=O)OC)CO[C@@H]1CC[C@@H](CC1)C1=CC=CC=C1